(S)-3-(5-(1-aminoisoquinolin-7-yl)-3-((2-(2-ethoxy-2-oxoethyl)phenoxy)methyl)-1H-indazol-1-yl)pyrrolidine-1-carboxylic acid ethyl ester C(C)OC(=O)N1C[C@H](CC1)N1N=C(C2=CC(=CC=C12)C1=CC=C2C=CN=C(C2=C1)N)COC1=C(C=CC=C1)CC(=O)OCC